3-(methacryloyloxymethyl)-2-methacryloyloxybutane C(C(=C)C)(=O)OCC(C(C)OC(C(=C)C)=O)C